N[C@H](C(=O)O)CCSSCC[C@@H](C(=O)O)N (2S)-2-amino-4-[[(3S)-3-amino-3-carboxy-propyl]disulfanyl]-butanoic acid